BrC1=CC=C(C(=N1)CC1(CC(N(CC1)CC1=C(C(=CC=C1)Cl)F)CC)C(=O)OC)F methyl 4-((6-bromo-3-fluoropyridin-2-yl) methyl)-1-(3-chloro-2-fluoro-benzyl)-2-ethylpiperidine-4-carboxylate